C(C)(C)OC1=C(C=C(C=C1)SC)N1C(=NC2=CC=CC=C2C1=O)CN1CCNCC1 3-(2-isopropoxy-5-(methylthio)phenyl)-2-(piperazin-1-ylmethyl)quinazolin-4(3H)-one